ClC=1C=C(C(=O)O)C=C(C1C)N(C)C 3-chloro-5-(dimethylamino)-4-methylbenzoic acid